(R)-6-(2-(3'-chloro-5'-(trifluoromethoxy)-[1,1'-biphenyl]-3-yl)-2-hydroxyacetyl)-2-(1-(3-chlorophenyl)cyclopropyl)-5,6,7,8-tetrahydropyrido[4,3-d]pyrimidin-4(3H)-one ClC=1C=C(C=C(C1)OC(F)(F)F)C1=CC(=CC=C1)[C@H](C(=O)N1CC2=C(N=C(NC2=O)C2(CC2)C2=CC(=CC=C2)Cl)CC1)O